P(=O)(OCCC(C(C(C(C(C(C(C(C(C(F)(F)F)(F)F)(F)F)(F)F)(F)F)(F)F)(F)F)(F)F)(F)F)(F)F)(OCCC(C(C(C(C(C(C(C(C(C(F)(F)F)(F)F)(F)F)(F)F)(F)F)(F)F)(F)F)(F)F)(F)F)(F)F)OCCC(C(C(C(C(C(C(C(C(C(F)(F)F)(F)F)(F)F)(F)F)(F)F)(F)F)(F)F)(F)F)(F)F)(F)F tri(2-(perfluorodecyl) ethyl) phosphate